4-(3-chloro-7-((2R,4S)-2-(1-cyclopropyl-1H-pyrazol-4-yl)tetrahydro-2H-pyran-4-yl)-2-methyl-4-oxo-4H-pyrazino[1,2-a]pyrimidin-9-yl)-3-fluorobenzonitrile ClC1=C(N=C2N(C1=O)C=C(N=C2C2=C(C=C(C#N)C=C2)F)[C@@H]2C[C@@H](OCC2)C=2C=NN(C2)C2CC2)C